COC1=NC=2CCN(CC2C=C1C(=O)OCC)C(=O)OC(C)(C)C 6-(tert-butyl) 3-ethyl 2-methoxy-7,8-dihydro-1,6-naphthyridine-3,6(5H)-dicarboxylate